C(C1=CC=CC=C1)[C@@H]1N(CC[C@@H]1O)C1=NC(=CC(N1)=O)N1CCOCC1 2-((2S,3S)-2-benzyl-3-hydroxypyrrolidin-1-yl)-6-morpholinopyrimidin-4(3H)-one